BrC1=C(C=NN(C1=O)C)N[C@@H]1C[C@@H](CN(C1)C)C1=CC=C(C(=O)N2CCC3(CC2)CCN(CC3)C3=C(C=C(C=C3)C3C(NC(CC3)=O)=O)C)C=C1 3-[4-[3-[4-[(3R,5R)-5-[(5-bromo-1-methyl-6-oxo-pyridazin-4-yl)amino]-1-methyl-3-piperidyl]benzoyl]-3,9-diazaspiro[5.5]undecan-9-yl]-3-methyl-phenyl]piperidine-2,6-dione